(S)-2-(3-(8-(2,4-dichlorophenyl)-9-(4-((1-(3-fluoropropyl)pyrrolidin-3-yl)oxy)phenyl)-6,7-dihydro-5H-benzo[7]annulen-3-yl)phenyl)propan-2-ol ClC1=C(C=CC(=C1)Cl)C=1CCCC2=C(C1C1=CC=C(C=C1)O[C@@H]1CN(CC1)CCCF)C=CC(=C2)C=2C=C(C=CC2)C(C)(C)O